6-[3-(Difluoromethyl)-4-fluoro-phenyl]-1-[(5-fluoro-3-pyridyl)methyl]pyrazolo[b]pyridine FC(C=1C=C(C=CC1F)C1=CC=C2C(=N1)N(N=C2)CC=2C=NC=C(C2)F)F